C(#N)C=1C(=CC(=NC1)N1N=CC(=C1)CNC[C@@H](C=1C(=C2COC(C2=CC1)=O)C)NC(CO)=O)C (R)-N-(2-(((1-(5-cyano-4-methylpyridin-2-yl)-1H-pyrazol-4-yl)methyl)amino)-1-(4-methyl-1-oxo-1,3-dihydroisobenzofuran-5-yl)ethyl)-2-hydroxyacetamide